FC1(C(C2=CC=CC=C2CC1)=O)F difluorotetralone